[O-2].[Al+3].[Y+3].[O-2].[O-2] Yttrium-Aluminium-Oxid